ClC1=NC(=CC=C1NC1=CC(=CC=C1)CN1N=C2C(=C1C1=C(C=CC=C1)F)CN(C2)C)OC 2-chloro-N-(3-((3-(2-fluorophenyl)-5-methyl-5,6-dihydropyrrolo[3,4-c]pyrazol-2(4H)-yl)methyl)phenyl)-6-methoxypyridin-3-amine